rac-(4bS,5R,6S,7S,7aR)-6-((2-oxa-6-azaspiro[3.3]heptan-6-yl)methyl)-7a-(4-bromophenyl)-4-methoxy-7-phenyl-5,6,7,7a-tetrahydro-4bH-cyclopenta[4,5]furo[2,3-c]pyridine-4b,5-diol C1OCC12CN(C2)C[C@@H]2[C@H]([C@]1([C@](C3=C(C=NC=C3OC)O1)([C@@H]2O)O)C2=CC=C(C=C2)Br)C2=CC=CC=C2 |r|